(morpholin-4-yl)-8-(oxan-4-yl)pyrazolo[1,5-a][1,3,5]triazin-4-amine N1(CCOCC1)C1=NC=2N(C(=N1)N)N=CC2C2CCOCC2